disodium 4,5-bis[(4-benzoylbenzyl)oxy]-1,3-benzenedisulfonate C(C1=CC=CC=C1)(=O)C1=CC=C(COC2=C(C=C(C=C2OCC2=CC=C(C=C2)C(C2=CC=CC=C2)=O)S(=O)(=O)[O-])S(=O)(=O)[O-])C=C1.[Na+].[Na+]